NC(C(=O)OC1=C(C=CC=C1C)C)C (2,6-xylyl) aminopropionate